4-methyldec-3-en-5-ol CC(=CCC)C(CCCCC)O